C(#N)C(C)(C)C1=CC(=NC=C1)C(=O)NC1=CC(=C(C=C1)C)C=1C=CC=2C3=C(N=CC2C1)NC(C3)=O 4-(2-cyanopropan-2-yl)-N-(4-methyl-3-(2-oxo-2,3-dihydro-1H-pyrrolo[2,3-c]isoquinolin-7-yl)phenyl)picolinamide